FC=1C=C(C=CC1)CNC(O[C@H]1[C@H](NC[C@@H]1O)CC1=CC=C(C=C1)C=1SC(=NN1)C(F)(F)F)=O (2R,3S,4S)-4-hydroxy-2-({4-[5-(trifluoromethyl)-1,3,4-thiadiazol-2-yl]phenyl}methyl)pyrrolidin-3-yl N-[(3-fluorophenyl)methyl]carbamate